NC1=NC=C2C(=N1)N(C(N(C2)C2=C(C=CC=C2C)F)=O)C2CN(C2)C 7-amino-3-(2-fluoro-6-methyl-phenyl)-1-(1-methylazetidin-3-yl)-4H-pyrimido[4,5-d]pyrimidin-2-one